4-bromo-5-(3,4-dichlorophenyl)-1-phenyl-1H-pyrazole BrC=1C=NN(C1C1=CC(=C(C=C1)Cl)Cl)C1=CC=CC=C1